(3R)-3-amino-7-[5-(4,4-difluoro-1-piperidinyl)-1,3,4-oxadiazol-2-yl]-1,1-dioxo-5-[[4-[3-(trifluoromethyl)pyrazol-1-yl]phenyl]methyl]-2,3-dihydro-1λ6,5-benzothiazepine-4-One N[C@H]1CS(C2=C(N(C1=O)CC1=CC=C(C=C1)N1N=C(C=C1)C(F)(F)F)C=C(C=C2)C=2OC(=NN2)N2CCC(CC2)(F)F)(=O)=O